((tetrahydro-2H-pyran-3-yl)methyl)-1H-pyrazolo[3,4-b]pyrazin O1CC(CCC1)CN1N=CC=2C1=NC=CN2